C(C1=CC=CC=C1)(C1=CC=CC=C1)N1CCN(CC1)C1=C(C(N(C2=CC=CN=C12)CCCOCCOC)=O)[N+](=O)[O-] 4-(4-benzhydryl-piperazin-1-yl)-1-(3-(2-methoxyethoxy)propyl)-3-nitro-1,5-naphthyridin-2(1H)-one